4-(2-HydroxyEthyl)-1-PiperazineEthaneSulfonic acid OCCN1CCN(CC1)CCS(=O)(=O)O